FC(C=1C=C(C=CC1F)C=1C=C2C(=NC1)C=NN2CC2=NC=CN=C2)F 6-[3-(Difluoromethyl)-4-fluoro-phenyl]-1-(pyrazin-2-ylmethyl)pyrazolo[4,3-b]pyridine